B(F)(F)F.CC(CC[K])(C)C (3,3-dimethylbutyl)potassium trifluoroborate